N-methyl-2-(1-phenyl-1H-pyrazol-4-yl)-N-(piperidin-4-yl)-1H-imidazole-4-carboxamide CN(C(=O)C=1N=C(NC1)C=1C=NN(C1)C1=CC=CC=C1)C1CCNCC1